NC1=NC=2C=NC(=CC2C2=C1[C@H](OC2)C)C(=O)N(CC2=NC=C(C=C2)C(F)(F)F)CC2CC2 (3R)-4-amino-N-(cyclopropylmethyl)-3-methyl-N-((5-(trifluoromethyl)-2-pyridinyl)methyl)-1,3-dihydrofuro[3,4-c][1,7]naphthyridine-8-carboxamide